COC1=NC(=NC(=C1CCC)OC)N 4,6-dimethoxy-5-propyl-pyrimidin-2-amine